zinc azelate hydroxide [OH-].C(CCCCCCCC(=O)O)(=O)[O-].[Zn+2]